FC1(CN(CC1(F)F)C1=NN(C2=CC=CC(=C12)C([2H])([2H])[2H])C1OCCCC1)F 3-(3,3,4,4-tetrafluoropyrrolidin-1-yl)-1-tetrahydropyran-2-yl-4-(trideuteriomethyl)indazole